N,N-diphenyl-oxalamide C1(=CC=CC=C1)N(C(C(=O)N)=O)C1=CC=CC=C1